FC1=C(C=CC(=C1)F)C1=CC(=CC=C1)NC1=NC=NC2=CC(=C(C=C12)NC(C=C)=O)OCCCN1CC(CC1)(F)F N-(4-((2',4'-difluoro-[1,1'-biphenyl]-3-yl)amino)-7-(3-(3,3-difluoropyrrolidin-1-yl)propoxy)quinazolin-6-yl)acrylamide